1-(4-chloro-2,5-difluorophenyl)ethan-1-one ClC1=CC(=C(C=C1F)C(C)=O)F